N-(2-{5-methyl-6-oxo-1,6-dihydro-[3,3'-bipyridin]-1-yl}-3-{[(CIS)-4-phenylcyclohexyl]oxy}propyl)methane-sulfonamide CC1=CC(=CN(C1=O)C(CNS(=O)(=O)C)CO[C@@H]1CC[C@@H](CC1)C1=CC=CC=C1)C=1C=NC=CC1